NCC1(CC1)C1=C(C=C(C=C1)NC1=NC=2N(C(=C1)NC1CC1)N=CC2)CS(=O)(=O)C 5-((4-(1-(Aminomethyl)cyclopropyl)-3-((methylsulfonyl)methyl)phenyl)amino)-7-(cyclopropylamino)pyrazolo[1,5-a]pyrimidin